CC(C(=O)O)SSC(C(=O)O)C dimethyl-2,2'-dithiodiacetic acid